COC1=C(C=C(C(=C1)C1N(OCC1)C)C=1C=NN(C1)C)NC=1N=C(C2=C(N1)NC=C2)NC=2C(=C1N=CC=NC1=CC2)P(C)(C)=O (6-((2-((2-methoxy-5-(1-methyl-1H-pyrazol-4-yl)-4-(2-methyl-isoxazolidin-3-yl)phenyl)amino)-7H-pyrrolo[2,3-d]pyrimidin-4-yl)amino)quinoxalin-5-yl)dimethyl-phosphine oxide